1-{[3-fluoro-4-(propan-2-yl)phenyl]carbamoyl}-D-proline FC=1C=C(C=CC1C(C)C)NC(=O)N1[C@H](CCC1)C(=O)O